FC1(NC(=CC=C1C(=C)C)OC)C(CCCCCCCCC(=O)O)C(=O)O 2-Fluoro-6-methoxy-3-(prop-1-en-2-yl)pyridineUndecanedioic acid